trans-3-(5-fluoroindol-1-yl)cyclobutanecarboxylic acid FC=1C=C2C=CN(C2=CC1)[C@@H]1C[C@H](C1)C(=O)O